FC=1C(=CC(=C(C1)N1C(C=CC2=CC(=CC=C12)S(=O)(=O)N(CC1=CC=C(C=C1)OC)C1=NOC=C1)=O)OC)SC(F)(F)F (P)-1-(5-fluoro-2-methoxy-4-((trifluoromethyl)thio)phenyl)-N-(isoxazol-3-yl)-N-(4-methoxybenzyl)-2-oxo-1,2-dihydroquinoline-6-sulfonamide